FC1=CC=C2C=C(C=C(C2=C1C#C[Si](C(C)C)(C(C)C)C(C)C)C1=CC=2N=C(N=CC2C(=N1)N(CCO)C)SC)OCOC 2-((7-(7-fluoro-3-(methoxymethoxy)-8-((triisopropylsilyl)ethynyl)naphthalen-1-yl)-2-(methylthio)pyrido[4,3-d]pyrimidin-5-yl)(methyl)amino)ethan-1-ol